6,7-dihydrocyclopenta[b]pyridine N1=C2C(=CC=C1)CCC2